[2-(methylamino)-3-pyridinyl]boronic acid CNC1=NC=CC=C1B(O)O